[S-2].[Mn+2] manganese sulfide